2-((tert-butoxycarbonyl)amino)-4-(3-(2-(5,6,7,8-tetrahydro-1,8-naphthyridin-2-yl)ethyl)pyrrolidin-1-yl)butanoic acid C(C)(C)(C)OC(=O)NC(C(=O)O)CCN1CC(CC1)CCC1=NC=2NCCCC2C=C1